C(C)[C@@H]1N(C[C@H](N(C1)C(C)C=1C=C2N=CC(=NC2=CC1)C)CC)C=1C=2C(N(C(C1)=O)C)=CN(N2)CC#N 2-(7-((2s,5r)-2,5-diethyl-4-(1-(2-methylquinoxalin-6-yl)ethyl)piperazin-1-yl)-4-methyl-5-oxo-4,5-dihydro-2H-pyrazolo[4,3-b]pyridin-2-yl)acetonitrile